C1(CC1)N1CCN(CC1)C1CCN(CC1)C1=CC(=C(C=C1[N+](=O)[O-])NC1=NC=NC(=C1)N1OCC[C@@H]1C1=CC(=CC(=C1)F)F)OC (R)-N-(4-(4-(4-cyclopropylpiperazin-1-yl)piperidin-1-yl)-2-methoxy-5-nitrophenyl)-6-(3-(3,5-difluorophenyl)isoxazolidin-2-yl)pyrimidin-4-amine